[PH2](=O)OCCCCCCCCCC hypophosphorous acid, decyl ester